ClC1=CC2=C(C(C3=C(N(S2(=O)=O)C)C=CC=C3)NCCOCCOC)C=C1 3-Chloro-11-((2-(2-methoxyethoxy)ethyl)amino)-6-methyl-6,11-dihydrodibenzo[c,f][1,2]thiazepine 5,5-dioxide